N1(CCCCCC1)C1=NC=C(C=C1C(=O)NC=1C=NC=C(C1)OC)C(F)(F)F 2-(azepan-1-yl)-N-(5-methoxy-3-pyridinyl)-5-(trifluoromethyl)pyridine-3-carboxamide